CS(=O)(=O)OC=1C=NC(=CC1)OC (6-methoxypyridin-3-yl) methylsulfonate